Cl[SiH]1C[SiH](CCC1)Cl 1,3-dichloro-1,3-disilacyclohexane